FC1=C(CN2C=3N(C4=C(C2=O)CN(CC4)CC4=CC(=CC(=C4)Cl)Cl)CCCN3)C=CC(=C1)F 6-(2,4-difluorobenzyl)-3-(3,5-dichlorobenzyl)-1,2,3,4,6,8,9,10-octahydro-5H-pyrido[3,4-e]pyrimido[1,2-a]pyrimidin-5-one